ethyl diphenylhypophosphite C1(=CC=CC=C1)P(=O)(OCC)C1=CC=CC=C1